CC1=NOC(=N1)CNC=1C2=C(N=CN1)N=CC(=C2)C=2SC(=CN2)C N-[(3-methyl-1,2,4-oxadiazol-5-yl)methyl]-6-(5-methylthiazol-2-yl)pyrido[2,3-d]pyrimidin-4-amine